3-(3-Chloro-4-fluorophenyl)-1-(2-hydroxy-1-(1-oxo-1,2-dihydroisoquinolin-4-yl)ethyl)-1-methylurea ClC=1C=C(C=CC1F)NC(N(C)C(CO)C1=CNC(C2=CC=CC=C12)=O)=O